C(C1=CC=CC=C1)OC1=NC(=CC=C1N1C(N(C2=C1C=CC(=C2)[C@H]2[C@@H](CN(CC2)C(=O)OC(C)(C)C)O)CC)=O)OCC2=CC=CC=C2 tert-butyl (3S,4S)-4-[1-(2,6-dibenzyloxy-3-pyridyl)-3-ethyl-2-oxo-benzimidazol-5-yl]-3-hydroxy-piperidine-1-carboxylate